N1C(=NC=C1)CNC(C1=CC=CC=C1)=O N-[(1H-imidazol-2-yl)methyl]benzamide